5-chloro-4-(2-(((S)-7,7-difluorohexahydro-indolizin-8a(1H)-yl)methoxy)-6,8-difluoro-4-((1S,5R)-1-methyl-3,8-diazabicyclo[3.2.1]octan-3-yl)quinazolin-7-yl)naphthalen-2-ol ClC1=C2C(=CC(=CC2=CC=C1)O)C1=C(C=C2C(=NC(=NC2=C1F)OC[C@@]12CC(CCN2CCC1)(F)F)N1C[C@@]2(CC[C@H](C1)N2)C)F